N-[5-[4-(dimethylsulfamoyl)phenyl]-2-methyl-[1,2,4]triazolo[1,5-c]pyrimidin-7-yl]cyclopropanecarboxamide CN(S(=O)(=O)C1=CC=C(C=C1)C1=NC(=CC=2N1N=C(N2)C)NC(=O)C2CC2)C